6-chloro-7-hydroxyacenaphthylen-1(2H)-one ClC1=C2C=CC=C3CC(C(C=C1O)=C32)=O